4-{7-amino-[1,2,4]triazolo[1,5-a]pyridin-5-yl}-3-fluorobenzonitrile NC1=CC=2N(C(=C1)C1=C(C=C(C#N)C=C1)F)N=CN2